2-(3-indolyl)ethanol N1C=C(C2=CC=CC=C12)CCO